(difluoromethyl)-N-(4-fluoro-5-(4-(morpholinomethyl)thiazol-2-yl)-2-(cis-3,4,5-trimethylpiperazin-1-yl)phenyl)-1-methyl-6-oxo-1,6-dihydropyridine-3-carboxamide FC(F)C=1N(C(C=CC1C(=O)NC1=C(C=C(C(=C1)C=1SC=C(N1)CN1CCOCC1)F)N1C[C@H](N([C@H](C1)C)C)C)=O)C